C1(=CC=CC=C1)C=1OC2=C(C3=C(N1)C=CC1=CC=CC=C13)C=CC=C2 6-phenylbenzo[f]naphtho[2,1-d][1,3]oxazepine